3-Amino-1-methyl-5-(2,2,2-trifluoroethyl)-1,5-dihydro-4H-pyrazolo[4,3-c]pyridin-4-one NC1=NN(C2=C1C(N(C=C2)CC(F)(F)F)=O)C